C12C(C3CC(CC(C1)C3)C2)N(CCCCCCCSC=2C=C3CN(C(C3=CC2)=O)C2C(NC(CC2)=O)=O)C 3-(5-((7-((adamantan-2-yl)(methyl)amino)heptyl)thio)-1-oxoisoindolin-2-yl)piperidine-2,6-dione